BrC1=CC(=C(C=C1F)NS(=O)(=O)C1=CNC=2CCCCC12)F N-(4-bromo-2,5-difluorophenyl)-4,5,6,7-tetrahydro-1H-indole-3-sulfonamide